p-nitroperoxybenzoic acid [N+](=O)([O-])C1=CC=C(C(=O)OO)C=C1